N-{10-[({4-[(1S,4S,5R)-5-{[5-cyclopropyl-3-(2,6-dichlorophenyl)-1,2-oxazol-4-yl]methoxy}-2-azabicyclo[2.2.1]heptan-2-yl]-3-fluorophenyl}formamido)sulfonyl]decyl}acetamide C1(CC1)C1=C(C(=NO1)C1=C(C=CC=C1Cl)Cl)CO[C@H]1[C@@H]2CN([C@H](C1)C2)C2=C(C=C(C=C2)C(=O)NS(=O)(=O)CCCCCCCCCCNC(C)=O)F